2-(3-chloro-2-fluoro-4-(4-hydroxy-3-isopropylbenzyl)-5-vinylphenoxy)-N-ethylacetamide ClC=1C(=C(OCC(=O)NCC)C=C(C1CC1=CC(=C(C=C1)O)C(C)C)C=C)F